3-dodecyl thiopropionate C(CC)(=S)OC(CC)CCCCCCCCC